C(C1=CC=CC=C1)OC1=C(C=C(C(=O)OCC2=CC=C(C=C2)OC)C=C1OC)Cl.FC(CC=CCC(F)F)F bis(2,2-difluoroethyl) ethylene 4-methoxybenzyl 4-benzyloxy-3-chloro-5-methoxybenzoate